1-(4-acryloylpiperazin-1-yl)-6-benzyl-3-morpholino-5,6,7,8-tetrahydro-2,6-naphthyridine-4-carbonitrile C(C=C)(=O)N1CCN(CC1)C1=NC(=C(C=2CN(CCC12)CC1=CC=CC=C1)C#N)N1CCOCC1